(1-phenyl-2-(thiophen-2-yl)-5-(trifluoromethyl)-1H-pyrrol-3-yl)(thiophen-2-yl)methanone C1(=CC=CC=C1)N1C(=C(C=C1C(F)(F)F)C(=O)C=1SC=CC1)C=1SC=CC1